ethyl (1r,7s,8r)-4-((2-((2-(1,4-diazacycloheptan-1-yl) pyrimidin-5-yl) oxy)-6-(3,5-dichlorophenyl) pyridin-4-yl) methyl)-4-azabicyclo[5.1.0]octane-8-carboxylate N1(CCNCCC1)C1=NC=C(C=N1)OC1=NC(=CC(=C1)CN1CC[C@H]2C([C@H]2CC1)C(=O)OCC)C1=CC(=CC(=C1)Cl)Cl